C1(CC2C(CC1)O2)CC[Si](OCC)(OCC)OCC 2-(3,4-Epoxycyclohexyl)-ethyltriethoxysilane